N-(4-{1-[(5-fluoro-1H-indol-2-yl)carbonyl]piperidin-4-yl}butyl)-1H-pyrrolo[3,2-c]pyridine-2-carboxamide FC=1C=C2C=C(NC2=CC1)C(=O)N1CCC(CC1)CCCCNC(=O)C1=CC=2C=NC=CC2N1